BrC1=CC(NC(=C1)Cl)=O 4-bromo-6-chloropyridine-2(1H)-one